NC1=NC=CC2=C1C=NN2CC(=O)N(C)C 2-(4-Aminopyrazolo[4,3-c]pyridin-1-yl)-N,N-dimethyl-acetamide